5-(4-acetyl-piperazin-1-yl)-1-isopropyl-7-((R)-1-quinolin-3-yl-ethylamino)-1H-pyrazolo[4,3-d]pyrimidine-3-carbonitrile C(C)(=O)N1CCN(CC1)C=1N=C(C2=C(N1)C(=NN2C(C)C)C#N)N[C@H](C)C=2C=NC1=CC=CC=C1C2